2-CHLORO-4-FLUORO-5-METHYLPHENYLBORONIC ACID ClC1=C(C=C(C(=C1)F)C)B(O)O